O=C1C(=CC(=CN1)C(=O)O)NC=1NCCCN1 6-oxo-5-(1,4,5,6-tetrahydropyrimidin-2-ylamino)-1,6-dihydropyridine-3-carboxylic acid